FC(C(C)(F)F)(F)OC(C(CCCCCC)(F)F)(F)F 1,1,2,2-tetrafluorooctyl (1,1,2,2-tetrafluoropropyl) ether